13-heptyl-15,15-dimethyl-12,14-dioxa-5-aza-15-silatricosan-1-ol C(CCCCCC)C(OCCCCCCNCCCCO)O[Si](CCCCCCCC)(C)C